di-(trimethylolpropane) methacrylate C(C(=C)C)(=O)O.C(O)C(CC)(CO)CO.C(O)C(CC)(CO)CO